C(O)([O-])=O.[NH+]=1CCCN2C1CCCCC2 2,3,4,6,7,8,9,10-octahydropyrimido[1,2-a]azepin-1-ium hydrogen carbonate